methyl 6-acetyl-3-ethyl-3-methoxy-1-methyl-2-oxo-indoline-5-carboxylate C(C)(=O)C1=C(C=C2C(C(N(C2=C1)C)=O)(OC)CC)C(=O)OC